Methyl {3-[(8aS)-10-Acryloyl-6-chloro-8,8a,9,10,11,12-hexahydropyrazino[2',1':3,4][1,4]oxazepino[5,6,7-de]quinazolin-5-yl]phenyl}carbamate C(C=C)(=O)N1C[C@H]2COC=3C4=C(N=CN=C4C=C(C3Cl)C=3C=C(C=CC3)NC(OC)=O)N2CC1